C(C)(=O)N[C@@H](CCCCN)C(=O)N[C@@H](CC1=CC=C(C=C1)O)C(=O)N[C@@H](CS)C(=O)N N-acetyl-lysyltyrosyl-cysteine amide